C(C)N1C(N(C(C12CCNCC2)=O)C=2C=NC(=CC2)C(F)(F)F)=O 1-ethyl-3-(6-(trifluoromethyl)pyridin-3-yl)-1,3,8-triazaspiro[4.5]decane-2,4-dione